C1(CC1)CN1C(=CC2=CC=CC=C12)C1=NC=2C=3N1CCN(C3C=C(C2)C(=O)O)S(=O)(=O)C 2-(1-(cyclopropylmethyl)-1H-indol-2-yl)-6-(methylsulfonyl)-5,6-dihydro-4H-imidazo[1,5,4-de]quinoxaline-8-carboxylic Acid